N-tridecyl-propane-1,3-diamine C(CCCCCCCCCCCC)NCCCN